(2-(2-chlorophenyl)-1-methyl-4,5,6,7-tetrahydro-1H-benzo[d]imidazol-5-yl)-4,5,6,7-tetrahydro-3H-imidazo[4,5-c]pyridine ClC1=C(C=CC=C1)C1=NC2=C(N1C)CCC(C2)C2=NC1=C(CNCC1)N2